(±)-(trans)-2-(3-pyridyl)cyclopropanecarboxylic acid tert-butyl ester C(C)(C)(C)OC(=O)[C@H]1[C@@H](C1)C=1C=NC=CC1 |r|